(S)-1-(2-((3-(2-fluoro-4-phenoxyphenyl)-1H-pyrazolo[3,4-d]pyrimidin-1-yl)methyl)pyrrolidin-1-yl)prop-2-en-1-one FC1=C(C=CC(=C1)OC1=CC=CC=C1)C1=NN(C2=NC=NC=C21)C[C@H]2N(CCC2)C(C=C)=O